CC1=CC=CC=C1CCCCO Toluene-Butanol